4-((4-bromoindolin-1-yl)methyl)-5-chloro-3-fluoro-2-methoxybenzaldehyde BrC1=C2CCN(C2=CC=C1)CC1=C(C(=C(C=O)C=C1Cl)OC)F